Chromium-Nickel-Aluminum [Al].[Ni].[Cr]